1-Methoxypropan-2-yl-(2-{2-chloro-4-fluoro-5-[3-methyl-2,6-dioxo-4-(trifluoromethyl)-3,6-dihydropyrimidin-1(2H)-yl]phenoxy}phenoxy)acetat COCC(C)C(C(=O)[O-])OC1=C(C=CC=C1)OC1=C(C=C(C(=C1)N1C(N(C(=CC1=O)C(F)(F)F)C)=O)F)Cl